FC=1C=C(NC2=CC=C(C=C2)C2=NOC(C2)(O)C(F)(F)F)C=CC1 3-[4-(3-fluoroanilino)-phenyl]-5-(trifluoromethyl)-4,5-dihydro-1,2-oxazol-5-ol